C[C@@H]([C@@H]([C@H]([C@H](C=O)O)O)O)O L(+)-rhamnose